F[C@@H]1CNCC[C@@H]1NC1=NC=C2N=C(N(C2=N1)C1CCC(CC1)C(=O)N)NC1=C(C=C(C=C1Cl)Cl)Cl (1R,4s)-4-(2-((3R,4S)-3-fluoropiperidin-4-ylamino)-8-(2,4,6-trichlorophenylamino)-9H-purin-9-yl)cyclohexanecarboxamide